5-bromo-1-(methoxymethyl)pyridin-2(1H)-one BrC=1C=CC(N(C1)COC)=O